4-Propargyloxycyclohexanone C(C#C)OC1CCC(CC1)=O